CNC1=CC=C(C=C1)C(F)(F)F n-methyl-4-(trifluoromethyl)aniline